FC=1C=C(C=C(C1)[C@H](C)SC1=NN=CN1C)N1C(C2=CC=CC(=C2C1)C(F)(F)F)=O 2-[3-fluoro-5-[(1S)-1-[(4-methyl-1,2,4-triazol-3-yl)sulfanyl]ethyl]phenyl]-4-(trifluoromethyl)isoindolin-1-one